CC=1C=C(C=CC1B1OC(C(O1)(C)C)(C)C)S(=O)(=O)N 3-methyl-4-(4,4,5,5-tetramethyl-1,3,2-dioxaborolan-2-yl)benzenesulfonamide